[Co](Cl)Cl.CC1=C(NC(C)[N+]2=CC=CC=C2C(C)NC2=C(C=C(C=C2C2CCCC2)C(C2=CC=CC=C2)C2=CC=CC=C2)C(C2=CC=CC=C2)C2=CC=CC=C2)C(=CC(=C1)C)C (1-(2,4,6-trimethylanilino)ethyl)-6-(1-(2,4-bis-benzhydryl-6-cyclopentylanilino)ethyl)pyridinium cobalt chloride